5-Chloro-2-[8-[[(3R)-1-methylpyrrolidin-3-yl]amino]imidazo[1,2-d][1,2,4]triazin-5-yl]phenol ClC=1C=CC(=C(C1)O)C1=NN=C(C=2N1C=CN2)N[C@H]2CN(CC2)C